ClC1=CC=C(OC2=CC(=NC=C2)N)C=C1 4-(4-chlorophenoxy)pyridin-2-amine